(3S)-3-[(3S)-3-(3-{8-chloro-3-methylimidazo[1,5-a]pyridin-6-yl}azetidin-1-yl)-4-methylpentyl]morpholine-4-carboxylic acid tert-butyl ester C(C)(C)(C)OC(=O)N1[C@H](COCC1)CC[C@@H](C(C)C)N1CC(C1)C=1C=C(C=2N(C1)C(=NC2)C)Cl